1,1-bis(hydroxymethyl)cyclopentane OCC1(CCCC1)CO